N-(4-ethoxy-2-(4-methyl-1H-imidazol-1-yl)quinolin-6-yl)oxetane-3-carboxamide C(C)OC1=CC(=NC2=CC=C(C=C12)NC(=O)C1COC1)N1C=NC(=C1)C